4-(((1r,4r)-4-(3-(5-methyl-1,5,6,7-tetrahydro-1,5:3,7-dimethanobenzo[e]oxonin-3(2H)-yl)ureido)cyclohexyl)oxy)benzoic acid CC12CC3C4=C([C@@H](CC(O1)(C3)NC(NC3CCC(CC3)OC3=CC=C(C(=O)O)C=C3)=O)C2)C=CC=C4